FC(C1=CC=CC(=N1)NC(=O)C1=CC2=CNN=C2C=C1OC(C)C)F N-(6-(difluoromethyl)pyridin-2-yl)-6-isopropoxy-2H-indazole-5-carboxamide